CC1=C(C(=C([CH-]1)C)C)C.[Li+] lithium (tetramethylcyclopentadienide)